CO[C@@H]1C[C@@H](NC1)C(=O)N(C1=CC=C(C=C1)S(F)(F)(F)(F)F)C(C(=O)NCC1(COC1)C)C=1C=NC=CC1 (2R,4R)-4-methoxy-N-[2-[(3-methyloxetan-3-yl)methylamino]-2-oxo-1-(3-pyridyl)ethyl]-N-[4-(pentafluoro-λ6-sulfanyl)phenyl]pyrrolidine-2-carboxamide